C(#N)CCCCCCCCC=CCC=CCCCCC 18-Cyano-octadeca-6,9-diene